NC=1C(=NC=CC1)NCC=1C=NC(=NC1)C#N 5-(((3-aminopyridin-2-yl)amino)methyl)pyrimidine-2-carbonitrile